2-{5-[trans-3-(5-amino-7-methoxy[1,2,4]triazolo[1,5-c]quinazolin-2-yl)cyclobutyl]pyridin-2-yl}propan-2-ol NC1=NC=2C(=CC=CC2C=2N1N=C(N2)[C@@H]2C[C@H](C2)C=2C=CC(=NC2)C(C)(C)O)OC